FC1=C(C=CC(=C1)F)CNC(=O)C=1C(C(=C2N(C[C@@H]3OCC[C@H](N3C2=O)C)C1)[O-])=O.[Na+] sodium (4R,12aS)-9-{[(2,4-difluoro phenyl) methyl] carbamoyl}-4-methyl-6,8-dioxo-3,4,6,8,12,12a-hexahydro-2H-pyrido[1',2':4,5]pyrazino[2,1-b][1,3]oxazin-7-olate